COC(=O)[C@@H]1NCCN(C1)C1=CC=CC=C1 (R)-4-phenyl-piperazine-2-carboxylic acid methyl ester